(S)-1-(1-((5-(4-((6-(((2-(2H-1,2,3-triazol-2-yl)ethyl)amino)methyl)pyridin-3-yl)ethynyl)phenyl)isoxazol-3-yl)methyl)-1H-imidazol-2-yl)ethan-1-ol N=1N(N=CC1)CCNCC1=CC=C(C=N1)C#CC1=CC=C(C=C1)C1=CC(=NO1)CN1C(=NC=C1)[C@H](C)O